(S or R)-1-ethyl-4-((6-(2-hydroxy-6-methyl-4-(trifluoromethyl)phenyl)-2H-pyrazolo[3,4-b]pyridin-2-yl)methyl)pyrrolidin-2-one C(C)N1C(C[C@@H](C1)CN1N=C2N=C(C=CC2=C1)C1=C(C=C(C=C1C)C(F)(F)F)O)=O |o1:5|